[1-(difluoromethyl)cyclopropyl]methyl 4-methylbenzenesulfonate CC1=CC=C(C=C1)S(=O)(=O)OCC1(CC1)C(F)F